N-(tetrahydrofuran-3-yl)pyrazine-2-carboxamide rac-tert-butyl-(4-((1S*,2S*)-2-carbamoylcyclopropyl)-6-methoxypyridin-2-yl)carbamate C(C)(C)(C)N(C(O)=O)C1=NC(=CC(=C1)[C@@H]1[C@H](C1)C(N)=O)OC.O1CC(CC1)NC(=O)C1=NC=CN=C1 |r|